C(C1=CC=CC=C1)OC1=NC(=CC=C1C1=CC=C(C=C1)C1CCN(CC1)C(=O)OCCCC)OCC1=CC=CC=C1 butyl 4-[4-(2,6-dibenzyloxy-3-pyridyl)phenyl]piperidine-1-carboxylate